2-mercaptopropionic acid propyl ester C(CC)OC(C(C)S)=O